CC1=C(C=CC=C1C)N1CCN(CC1)C(CN1N=C(C2=C1CCC2)C(=O)N2C[C@H]([C@@H](CC2)[NH3+])F)=O [(3R,4R)-1-[1-[2-[4-(2,3-dimethylphenyl)piperazin-1-yl]-2-oxoethyl]-5,6-dihydro-4H-cyclopenta[c]pyrazole-3-carbonyl]-3-fluoro-4-piperidyl]ammonium